6-(Azetidin-1-yl)-N-(2-cyclobutyl-6-fluorobenzene-1-sulfonyl)-4-fluoro-1-benzofuran-2-carboxamide N1(CCC1)C1=CC2=C(C=C(O2)C(=O)NS(=O)(=O)C2=C(C=CC=C2F)C2CCC2)C(=C1)F